C(C1=CC=CC=C1)OC=1C=C2C=CC(=C(C2=CC1)OC1=CC=C(OCCN(C(=O)C2=CC=C(C=C2)C#CC2CCN(CC2)C2CCN(CC2)C(=O)OC(C)(C)C)CC)C=C1)C1=CC=C(C=C1)S(=O)(=O)C tert-butyl 4-((4-((2-(4-((6-(benzyloxy)-2-(4-(methylsulfonyl) phenyl) naphthalen-1-yl) oxy) phenoxy) ethyl) (ethyl) carbamoyl) phenyl) ethynyl)-[1,4'-bipiperidine]-1'-carboxylate